N-(2-Amino-4-(4-(trifluoromethyl)phenethyl)phenyl)-6,7-difluoroheptanamid NC1=C(C=CC(=C1)CCC1=CC=C(C=C1)C(F)(F)F)NC(CCCCC(CF)F)=O